tert-butyl N-[1-[3-[4-(cyanomethyl)-5-oxo-1,3,4-oxadiazin-2-yl]pyrazin-2-yl]ethyl]-N-[(2,4-dimethoxyphenyl)methyl]carbamate C(#N)CN1N=C(OCC1=O)C=1C(=NC=CN1)C(C)N(C(OC(C)(C)C)=O)CC1=C(C=C(C=C1)OC)OC